[2-[4-(hydroxymethyl)cyclohexyl]indazol-5-yl]-5-[(1R,4R)-2-oxa-5-azabicyclo[2.2.1]heptan-5-yl]pyrazolo[1,5-a]pyrimidine-3-carboxamide OCC1CCC(CC1)N1N=C2C=CC(=CC2=C1)C1=NN2C(N=C(C=C2)N2[C@H]3CO[C@@H](C2)C3)=C1C(=O)N